6-(trifluoromethyl)pyrazin-2-ylboronic acid FC(C1=CN=CC(=N1)B(O)O)(F)F